C(C)O[Si](OCC)(OCC)CN1CCNCC1 1-(Triethoxysilylmethyl)hexa-hydro-1,4-diazin